N=1C=C(N2N=CC=CC21)NC(=O)C2=CC1=CN(N=C1C=C2OC)[C@H]2[C@@H](C[C@@H](CC2)N(C(C)=O)C)C |o1:26| N-(imidazo[1,2-b]pyridazin-3-yl)-6-methoxy-2-((1R,2R,4R*)-2-methyl-4-(N-methylacetamido)cyclohexyl)-2H-indazole-5-carboxamide